C[N+](CCCC[N+](C)(C)C)(C)C N1,N1,N1,N4,N4,N4-hexamethylbutane-1,4-diaminium